FC=1C=CC2=C(CNC3=NC4=C(C(NCC(O2)CO)=O)C=NN4C=C3)C1 11-fluoro-7-(hydroxymethyl)-6,7,13,14-tetrahydro-1,15-ethenopyrazolo[4,3-f][1,4,8,10]benzoxatriazacyclotridecin-4(5H)-one